C(#N)C1=CC(=C(COC2=NC(=NC=C2F)N2CCN(CC2)[C@@H](C)C2=NC3=C(N2C[C@H]2OCC2)C=C(C=C3)C(=O)O)C=C1)F 2-((S)-1-(4-(4-((4-cyano-2-fluorobenzyl)oxy)-5-Fluoropyrimidine-2-yl)piperazin-1-yl)ethyl)-1-(((S)-oxetan-2-yl)methyl)-1H-benzo[d]imidazole-6-Carboxylic acid